BrC1=CC=CC(=N1)NC(=O)[C@H]1NCC(C1)(C)C (S)-N-(6-bromopyridin-2-yl)-4,4-dimethylpyrrolidine-2-carboxamide